ClC=1C=CC(=C(C1)C1=CC(=C(N=N1)C)NC1=CC(=NC=C1)NC(=O)C1CCN(CC1)C)F N-(4-{[6-(5-chloro-2-fluorophenyl)-3-methylpyridazin-4-yl]amino}pyridin-2-yl)-1-methylpiperidine-4-carboxamide